N12C[C@@H](C(CC1)CC2)OC2=CC=CC(=N2)N2N(C(C=1C2=NC(=NC1)NC1=CC=C(C=C1)Cl)=O)CC=C 1-{6-[(3R)-1-azabicyclo[2.2.2]octan-3-yloxy]pyridin-2-yl}-6-[(4-chlorophenyl)amino]-2-(prop-2-en-1-yl)-1H,2H,3H-pyrazolo[3,4-d]pyrimidin-3-one